1-(m-tolyl)-1,2,3,6-tetrahydropyridine C1(=CC(=CC=C1)N1CCC=CC1)C